ClC1=C(C=NN(C1=O)C1CCN(CC1)S(=O)(=O)N(CCOC)C1=CC=C(C=C1)C#N)NC[C@H]1COCCC1 4-[5-chloro-6-oxo-4-[[(3S)-tetrahydropyran-3-yl]methylamino]pyridazin-1-yl]-N-(4-cyanophenyl)-N-(2-methoxyethyl)piperidine-1-sulfonamide